1-[11-chloro-3-(propan-2-yl)-1H,2H,3H,4H,5H-[1,4]diazepino[1,7-a]indol-9-yl]-4-[(5-chloro-pyridin-2-yl)methoxy]-1,2-dihydropyridin-2-one ClC1=C2N(C=3C=CC(=CC13)N1C(C=C(C=C1)OCC1=NC=C(C=C1)Cl)=O)CCN(CC2)C(C)C